2-chloro-6-methoxy-3-nitropyridine ClC1=NC(=CC=C1[N+](=O)[O-])OC